1,1,5,5-Tetramethyl-3,3-dimethoxy-1,5-bis(4-aminobutyl)trisiloxan C[Si](O[Si](O[Si](CCCCN)(C)C)(OC)OC)(CCCCN)C